O1CCN(CC1)CCC1(C2=C(N=C(N1)N)C=C(S2)C2=CC=NN2)N 4-(2-morpholinoethyl)-6-(1H-pyrazol-5-yl)thieno[3,2-d]Pyrimidine-2,4-diamine